C1(CC1)[C@@H](C(F)(F)F)NC(=O)C1=CN(C2=NC(=C(C=C2C1=O)F)N1C(C[C@@H](C1)O)=O)C1=C(C=C(C=C1F)F)F N-[(1S)-1-cyclopropyl-2,2,2-trifluoroethyl]-6-fluoro-7-[(4S)-4-hydroxy-2-oxopyrrolidin-1-yl]-4-oxo-1-(2,4,6-trifluorophenyl)-1,4-dihydro-1,8-naphthyridine-3-carboxamide